4,6-dimethylcyclohex-3-ene-1-carbaldehyde CC1=CCC(C(C1)C)C=O